FC1=NC(=CC=C1N1CCN(CC1)CC1=CC=C2C(N(C(NC2=C1)=O)C)=S)N1N=CC=C1 7-((4-(2-fluoro-6-(1H-pyrazol-1-yl)pyridin-3-yl)piperazin-1-yl)methyl)-3-methyl-4-thioxo-3,4-dihydroquinazolin-2(1H)-one